N-((5-fluoro-6-(oxazol-5-ylmethoxy)-1H-indol-2-yl)methyl)-1-methylcyclopropane-1-carboxamide FC=1C=C2C=C(NC2=CC1OCC1=CN=CO1)CNC(=O)C1(CC1)C